BrC1=C(C=CC(=C1)C(F)(F)F)NC(OC(C)(C)C)=O tert-butyl (2-bromo-4-(trifluoromethyl)phenyl)carbamate